CC=1N=C2N(C=C(C=C2C#N)C=2C=C3C(=CN(C(C3=CC2)=O)[C@@H]2CNCC2)C)C1 (S)-2-methyl-6-(4-methyl-1-oxo-2-(pyrrolidin-3-yl)-1,2-dihydroisoquinolin-6-yl)imidazo[1,2-a]pyridine-8-carbonitrile